ClC1=C(C(=C(C(=N1)SC(C(=O)N)C)C#N)OCC)C#N 2-((6-chloro-3,5-dicyano-4-ethoxypyridin-2-yl)thio)propanamide